6-Chloro-N-[6-(2,2-difluoroethoxy)-5-fluoro-2-methoxypyridin-3-yl]-7-fluoro-1H-indole-3-sulfonamide ClC1=CC=C2C(=CNC2=C1F)S(=O)(=O)NC=1C(=NC(=C(C1)F)OCC(F)F)OC